2,4,5-O-trinonyl-xylitol C(CCCCCCCC)[C@@](CO)(O)[C@@H](O)[C@](O)(COCCCCCCCCC)CCCCCCCCC